C(C)(C)(C)C(C(=O)OO)CCCC.C(CCCCCC(C)(C)C)(=O)OOC(C)(C)C tert-butyl peroxyneodecanoate (tert-butyl peroxyhexanoate)